(R)-2-chloro-N-(5-chloro-6-(2H-1,2,3-triazol-2-yl)pyridin-3-yl)-8-(difluoromethyl)-8-methyl-7,8-dihydro-6H-pyrazolo[1,5-a]pyrrolo[2,3-e]pyrimidine-6-carboxamide ClC1=NN2C(N=CC3=C2[C@](CN3C(=O)NC=3C=NC(=C(C3)Cl)N3N=CC=N3)(C)C(F)F)=C1